5-(tert-butyl)-N-(7-(2-((1-methyl-1H-pyrazol-4-yl)amino)pyrimidin-4-yl)-3-(2,2,2-trifluoroethyl)-2,3,4,5-tetrahydro-1H-benzo[d]azepin-1-yl)-1,3,4-oxadiazole-2-carboxamide C(C)(C)(C)C1=NN=C(O1)C(=O)NC1CN(CCC2=C1C=CC(=C2)C2=NC(=NC=C2)NC=2C=NN(C2)C)CC(F)(F)F